tert-butyl (1S,4S)-5-(4-fluoro-2-(2-(2-fluoro-6-methoxyphenyl)pyrimidine-4-carboxamido)-5-(hydroxymethyl)phenyl)-2,5-diazabicyclo[2.2.1]heptane-2-carboxylate FC1=CC(=C(C=C1CO)N1[C@@H]2CN([C@H](C1)C2)C(=O)OC(C)(C)C)NC(=O)C2=NC(=NC=C2)C2=C(C=CC=C2OC)F